C(C)(C)N1C(CCCC1)=O 1-isopropyl-2-piperidone